N[C@H](C(=O)O)CC1CC=C(CC1)C1=NC(=NC(=C1)O[C@@H](C(F)(F)F)C1=C(C=C(C=C1)Cl)C=1COCCC1)N (2S)-2-amino-3-(4-(2-amino-6-((R)-1-(4-chloro-2-(5,6-dihydro-2H-pyran-3-yl)phenyl)-2,2,2-trifluoroethoxy)pyrimidine-4-yl)cyclohex-3-ene-1-yl)propionic acid